C(C)(C)(C)OC(=O)N1CC(C(CC1)(F)F)CC(=O)O 2-(1-tert-butoxycarbonyl-4,4-difluoro-3-piperidyl)acetic acid